2-(5-(1-((1S,2S,3S,5S,6R)-2,6-difluoro-8-azabicyclo[3.2.1]octan-3-yl-1,5-d2)vinyl)pyrazin-2-yl)-5-(1H-imidazol-1-yl)phenol F[C@@H]1[C@@]2(C[C@H]([C@](C[C@H]1C(=C)C=1N=CC(=NC1)C1=C(C=C(C=C1)N1C=NC=C1)O)(N2)[2H])F)[2H]